5-(4-fluoro-3-(4,4,5,5-tetramethyl-1,3,2-dioxaborolane-2-yl)phenoxy)-2-methylpentan-2-ol FC1=C(C=C(OCCCC(C)(O)C)C=C1)B1OC(C(O1)(C)C)(C)C